OCCCCC[N+]1(CCCC1)C 1-(5-hydroxypentyl)-1-methylpyrrolidin-1-ium